ClC1=CC(=C(C=C1)C1=NC(=CC=2N=C(N(C(C21)=O)C)C)N2C[C@@H](OCC2)C=2C=NN(C2)CCOC)F 5-(4-chloro-2-fluorophenyl)-7-((2S)-2-(1-(2-methoxyethyl)-1H-pyrazol-4-yl)-4-morpholinyl)-2,3-dimethylpyrido[4,3-d]pyrimidin-4(3H)-one